trichloro(2-vinylphenyl)silane Cl[Si](C1=C(C=CC=C1)C=C)(Cl)Cl